C1CCC(C(C1)N(CC(=O)O)CC(=O)O)N(CC(=O)O)CC(=O)O 1,2-cyclohexylenedinitrilotetraacetic acid